FC=1C=C2C(=CNC2=CC1)N1CC2=CC=C(C=C2CC1)N1CCC2(CC2)CC1 N-(5-fluoro-1H-indol-3-yl)-6-(6-azaspiro[2.5]octane-6-yl)-3,4-dihydroisoquinoline